N-(4-AMINO-3,4-DIOXO-1-PHENYLBUTAN-2-YL)-3-BENZYL-1-METHYL-1H-PYRAZOLE-4-CARBOXAMIDE NC(C(C(CC1=CC=CC=C1)NC(=O)C=1C(=NN(C1)C)CC1=CC=CC=C1)=O)=O